C1(CC1)C1(NC(NC1=O)=O)C1=CC(=C(C(=O)O)C=C1)F 4-(4-cyclopropyl-2,5-dioxoimidazolidin-4-yl)-2-fluorobenzoic acid